2-((2-aminoethoxy)methyl)-N-(4-(5-benzamido-1-methyl-1H-pyrazol-3-yl)phenyl)benzamide NCCOCC1=C(C(=O)NC2=CC=C(C=C2)C2=NN(C(=C2)NC(C2=CC=CC=C2)=O)C)C=CC=C1